F[C@@H]1CN(CC1)CCCN (S)-3-(3-fluoropyrrolidin-1-yl)propan-1-amine